4-(2-(7-amino-2-(furan-2-yl)-[1,2,4]triazolo[1,5-a][1,3,5]triazin-5-ylamino)ethyl)-N-isopropyl-N-methylbenzamide NC1=NC(=NC=2N1N=C(N2)C=2OC=CC2)NCCC2=CC=C(C(=O)N(C)C(C)C)C=C2